5-chloro-2-(4,4-difluoroazepan-1-yl)-N-(1-(methylsulfonyl)piperidin-4-yl)-4-(trifluoromethyl)benzamide ClC=1C(=CC(=C(C(=O)NC2CCN(CC2)S(=O)(=O)C)C1)N1CCC(CCC1)(F)F)C(F)(F)F